CC1=C(C(OC12CC1(CCCCC1)CO2)=O)C2=CC=C(C=C2)C 4-methyl-3-(p-tolyl)-1,14-dioxadispiro[4.1.57.25]tetradec-3-en-2-one